C(N)(=O)S(=O)(=O)[O-] Carbamoyl-Sulfonate